(E)-2-methyl-1-phenyl-1-penten-3-one C\C(=C/C1=CC=CC=C1)\C(CC)=O